(3s,4R)-(4-fluoro-3-(6-oxo-1,6-dihydropyridin-3-yl)piperidin-1-yl)propanamide F[C@H]1[C@H](CN(CC1)C(C(=O)N)C)C1=CNC(C=C1)=O